N-(4-(5-ethynyl-2-((2-methoxyphenyl)amino)-7-oxopyrido[2,3-d]pyrimidin-8(7H)-yl)phenyl)methanesulfonamide C(#C)C1=CC(N(C=2N=C(N=CC21)NC2=C(C=CC=C2)OC)C2=CC=C(C=C2)NS(=O)(=O)C)=O